tris-epoxyphenyl-p-aminophenol C12(C3C(=C4C(=C1O2)O4)O3)C3=C(C=CC(=C3)N)O